3-(3-Chloro-4-fluorophenyl)-1-(2-ethoxyethyl)-1-(1-(1-oxo-1,2-dihydroisoquinolin-4-yl)ethyl)urea ClC=1C=C(C=CC1F)NC(N(C(C)C1=CNC(C2=CC=CC=C12)=O)CCOCC)=O